FC1=C(C(=O)O)C=C(C(=C1)NS(=O)(=O)C1=CC=C(C=C1)NC(C(C)(C)C)=O)F 2,5-difluoro-4-((4-pivalamidophenyl)sulfonamido)benzoic acid